ClC1=CC2=C(N=C(N=C2)NC2=C(C=C(C=C2)S(=O)(=O)C2CCN(CC2)C2CCN(CC2)C(=O)OC(C)(C)C)C)N(C1=O)C(C)C Tert-butyl 4-[4-[4-[(6-chloro-8-isopropyl-7-oxo-pyrido[2,3-d]pyrimidin-2-yl)amino]-3-methyl-phenyl] sulfonyl-1-piperidyl]piperidine-1-carboxylate